2-(2-((4-trifluoromethylphenyl)ethynyl)phenyl)acetonitrile FC(C1=CC=C(C=C1)C#CC1=C(C=CC=C1)CC#N)(F)F